2-(3-{[(3R)-1-methylpiperidin-3-yl]amino}-1,2,4-triazin-6-yl)-5-(2H-1,2,3-triazol-2-yl)phenol formate C(=O)OC1=C(C=CC(=C1)N1N=CC=N1)C1=CN=C(N=N1)N[C@H]1CN(CCC1)C